(S)-1'-(5-(2,3-dichlorophenoxy)thiazolo[5,4-d]thiazol-2-yl)-1,3-dihydro-spiro[inden-2,4'-piperidin]-1-amine ClC1=C(OC=2SC3=C(N2)SC(=N3)N3CCC2(CC3)[C@@H](C3=CC=CC=C3C2)N)C=CC=C1Cl